NC1=C(C=CC=C1)C=1C(=CC=CC1)C(=O)N1CCC(CC1)(O)CN1C=NC2=CC(=CC=C2C1=O)NC(CCN1CCN(CC1)C)=O N-(3-((1-(2'-aminobiphenylcarbonyl)-4-hydroxypiperidin-4-yl)methyl)-4-oxo-3,4-dihydroquinazolin-7-yl)-3-(4-methylpiperazin-1-yl)propionamide